N1(N=CC=C1)C[C@@H]1C[C@H](CN1C#N)NC(C1=CN=C(C=C1)C1=C2C=NNC2=CC=C1)=O N-((3r,5s)-5-((1H-pyrazol-1-yl)methyl)-1-cyanopyrrolidin-3-yl)-6-(1H-indazol-4-yl)nicotinamide